FC1(CN(C1)C=1C=2N(N=C(C1)C=1C(NC(NC1)=O)=O)C=CN2)C(F)(F)F 5-(8-(3-fluoro-3-(trifluoromethyl)azetidin-1-yl)imidazo[1,2-b]pyridazin-6-yl)pyrimidine-2,4(1H,3H)-dione